2-(((2S,4S,5S)-5-ethyl-2-methylpiperidin-4-yl)oxy)-5-isopropoxypyridine C(C)[C@@H]1[C@H](C[C@@H](NC1)C)OC1=NC=C(C=C1)OC(C)C